3-β-D-glucosyl-D-glucose [C@@H]1([C@H](O)[C@@H](O)[C@H](O)[C@H](O1)CO)[C@]([C@H](C=O)O)(O)[C@H](O)[C@H](O)CO